FC1=C(C=C(C=C1)O[C@H]1COCC1)[C@H](C)N[S@](=O)C(C)(C)C (R)-N-((S)-1-(2-Fluoro-5-(((R)-tetrahydrofuran-3-yl)oxy)phenyl)ethyl)-2-methylpropane-2-sulfinamide